2,5,9-Trimethyl-2,3,4,4a,5,9b-hexahydro-1H-pyrido[4,3-b]indole CN1CC2C(N(C=3C=CC=C(C23)C)C)CC1